N-((6-methyl-5-(pyrazolo[1,5-a]pyridin-5-yl)-2,3-dihydro-1H-inden-4-yl)carbamoyl)-2-morpholinopyridine-4-sulfonamide CC1=C(C(=C2CCCC2=C1)NC(=O)NS(=O)(=O)C1=CC(=NC=C1)N1CCOCC1)C1=CC=2N(C=C1)N=CC2